3-ethyl-7-(hydroxymethyl)quinoxalin-2(1H)-one C(C)C=1C(NC2=CC(=CC=C2N1)CO)=O